C(C)(C)(C)OC(=O)N1C(CNCC1)C=1C=NC(=CC1)[N+](=O)[O-] (6-nitropyridine-3-yl)piperazine-1-carboxylic acid tert-butyl ester